6-[[(1R)-1-[3,6-Dimethyl-4-oxo-2-(3-pyridyl)-chromen-8-yl]ethyl]-amino]-2,3-difluoro-benzoic acid CC1=C(OC2=C(C=C(C=C2C1=O)C)[C@@H](C)NC1=CC=C(C(=C1C(=O)O)F)F)C=1C=NC=CC1